N1(CCNCC1)C1=CC=C(C=C1)B(O)O (4-(piperazin-1-yl)phenyl)boronic acid